1,2-dibromo-5-chloro-3-iodobenzene BrC1=C(C(=CC(=C1)Cl)I)Br